CC1=NC(=CC=C1C=1C=C(C=C(C1)C=1C2=CC=CC=C2C=2C=CC=CC2C1)C1=NC(=NC(=N1)C1=CC=CC=C1)C1=CC=CC=C1)C 2-[3-(2,6-dimethyl-3-pyridyl)-5-(9-phenanthryl)phenyl]-4,6-diphenyl-1,3,5-triazine